O=C(CNC(OC(C)(C)C)=O)NC=1SC=C(N1)C=1C=C(C=CC1)C tert-butyl (2-oxo-2-((4-(m-tolyl)thiazol-2-yl)amino)ethyl)carbamate